hexadecyloxy-2,5-diaminobenzene C(CCCCCCCCCCCCCCC)OC1=C(C=CC(=C1)N)N